2-(3'-tert-Butyl-2'-hydroxy-5'-(2-octyloxycarbonylethyl)phenyl)-5-chlorobenzotriazole C(C)(C)(C)C=1C(=C(C=C(C1)CCC(=O)OCCCCCCCC)N1N=C2C(=N1)C=CC(=C2)Cl)O